N-2,2-difluoroethylacrylamide FC(CNC(C=C)=O)F